ON=C(C1=C(C=CC=C1SC)C)N N'-hydroxy-2-methyl-6-methylthiobenzamidine